CN1C(CC(CC1(C)C)OC(C(C(=O)OC1CC(N(C(C1)(C)C)C)(C)C)(CCCC)CC1=CC(=C(C(=C1)C(C)(C)C)O)C(C)(C)C)=O)(C)C Bis-(1,2,2,6,6-pentamethyl-4-piperidyl)-[[3,5-bis(1,1-dimethylethyl)-4-hydroxyphenyl]methyl]-butylmalonat